5-methyloxazole-4-carboximidamide CC1=C(N=CO1)C(N)=N